5-(4-chloro-2-(1H-pyrazol-4-yl)phenyl)-3-methylenedihydrofuran-2(3H)-one ClC1=CC(=C(C=C1)C1CC(C(O1)=O)=C)C=1C=NNC1